(S)-5-[1-(2-chloro-6-fluoro-phenyl)-piperidin-4-yl]-2-cyclopropyl-7-(2-cyclopropyl-benzyl)-4-methyl-2,4,5,7-tetrahydro-pyrazolo[3,4-d]pyrimidin-6-one ClC1=C(C(=CC=C1)F)N1CCC(CC1)N1C(N(C=2C([C@@H]1C)=CN(N2)C2CC2)CC2=C(C=CC=C2)C2CC2)=O